Cl.FC(C=1C=NN(C1)C=1C=CC2=CN(N=C2C1)C1CCC(CC1)CN)(F)F 1-[(1r,4r)-4-{6-[4-(trifluoromethyl)-1H-pyrazol-1-yl]-2H-indazol-2-yl}cyclohexyl]methanamine, hydrochloride salt